C(C(C)C)[C@H]1C(N(CCN1S(=O)(=O)C1=C(C=CC=C1)[N+](=O)[O-])[C@H](C(=O)N1CCC(CC1)CC(=O)O)CC(C)C)=O (1-{(S)-2-[(S)-3-isobutyl-4-(o-nitrophenylsulfonyl)-2-oxo-1-piperazinyl]-4-methylpentanoyl}-4-piperidinyl)acetic acid